NC1=NC=CC(=C1)CN([C@@H]1CN(CCC1)C=1C=NC(=CC1)C)CC=1C(C2=CC(=C(C=3OCC(N(C1)C32)C)F)F)=O 11-[[(2-amino-4-pyridyl)methyl-[(3S)-1-(6-methyl-3-pyridyl)-3-piperidyl]amino]methyl]-6,7-difluoro-2-methyl-4-oxa-1-azatricyclo[7.3.1.05,13]trideca-5(13),6,8,11-tetraen-10-one